ClC1=CC2=C(C(NC=3CN(CCC23)C(=O)OC(C)(C)C)=O)C=C1 tert-butyl 9-chloro-6-oxo-1,2,4,5-tetrahydrobenzo[c][1,7]naphthyridine-3-carboxylate